N-((1R)-3-cyano-3-azabicyclo[3.2.0]heptan-1-yl)-4-(4-((4-fluorophenyl)thio)pyridin-3-yl)benzamide C(#N)N1C[C@]2(CCC2C1)NC(C1=CC=C(C=C1)C=1C=NC=CC1SC1=CC=C(C=C1)F)=O